[O-]CCCC.C(C1=CC=CC=C1)(C1=CC=CC=C1)(C1=CC=CC=C1)[Cr+2].[O-]CCCC trityl-chromium butoxide